C1(=CC=C(C=C1)C(CSC1=CC=CC=C1)=O)C1=CC=CC=C1 1-[1,1'-biphenyl]-4-yl-2-phenylsulfanylethanone